secbutylacetate C(C)(CC)OC(C)=O